BrC1=CC=CC(=N1)C1=NN=C(O1)CC[C@H](CF)NC(OCCCC)=O butyl {(2R)-4-[5-(6-bromopyridin-2-yl)-1,3,4-oxadiazol-2-yl]-1-fluorobutan-2-yl}carbamate